N1(CCN(CCCN(CCC1)CC=1C(=C(C=C(C1)C)NC(C(CO)CO)=O)O)CC=1C(=C(C=C(C1)C)NC(C(CO)CO)=O)O)CC=1C(=C(C=C(C1)C)NC(C(CO)CO)=O)O N,N',N''-{1,4,8-triazacycloundecane-1,4,8-triyltris[methylene(2-hydroxy-5-methyl-3,1-phenylene)]}tris[3-hydroxy-2-(hydroxymethyl)propanamide]